N1C=CC2=CC(=CC=C12)N/C(=C/C(=O)C1=CC=C(C=C1)OC)/SC (Z)-3-((1H-indol-5-yl)amino)-1-(4-methoxyphenyl)-3-(methylsulfanyl)prop-2-en-1-one